C(C)(C)(C)OC(=O)NC=1C=CC(=NC1)CN1N=C(C(=C1)C1=C(C(=C(C=C1)B(O)O)F)F)C [4-[1-[[5-(tert-butoxycarbonyl-amino)-2-pyridyl]methyl]-3-methyl-pyrazol-4-yl]-2,3-difluoro-phenyl]boronic acid